N[C@@H](C(=O)N1C2CN(CC1C2)C2=CC=C(C=N2)C=2C=1N(C=C(C2)OCC(C)(C)O)N=CC1C#N)C1=CC=C(C=C1)F 4-(6-(6-((R)-2-amino-2-(4-fluorophenyl)acetyl)-3,6-diazabicyclo[3.1.1]hept-3-yl)pyridin-3-yl)-6-(2-hydroxy-2-methylpropyloxy)pyrazolo[1,5-a]pyridine-3-carbonitrile